3,4-bis(chloromethyl)pyridine ClCC=1C=NC=CC1CCl